N3-[(1H-indol-6-yl)methyl]-N6-[trans-4-(difluoromethoxy)cyclohexyl]pyrido[2,3-b]pyrazine-3,6-diamine N1C=CC2=CC=C(C=C12)CNC1=CN=C2C(=N1)N=C(C=C2)N[C@@H]2CC[C@H](CC2)OC(F)F